4-(3-(2-chlorobenzoyl)-6-(3,5-dimethylisoxazol-4-yl)-1H-pyrrolo[3,2-b]pyridin-1-yl)picolinic acid ClC1=C(C(=O)C2=CN(C=3C2=NC=C(C3)C=3C(=NOC3C)C)C3=CC(=NC=C3)C(=O)O)C=CC=C1